COC1=CC=C(\C=N\S(=O)C(C)(C)C)C=C1 (e)-N-(4-methoxybenzylidene)-2-methylpropane-2-sulfinamide